1-(2-methoxyethyl)-3-{1-[2-{[1-(propan-2-yl)-1H-pyrazolo[4,3-c]pyridin-6-yl]amino}-6-(pyrrolidin-1-yl)pyrimidin-4-yl]pyrrolidin-3-yl}urea COCCNC(=O)NC1CN(CC1)C1=NC(=NC(=C1)N1CCCC1)NC1=CC2=C(C=N1)C=NN2C(C)C